BrC1=CC=C(C(=C1CCS(=O)(=O)O)F)C.BrC1=CC=C(C(=C1CC#N)F)C 2-(6-Bromo-2-fluoro-3-methyl-phenyl)acetonitrile (6-Bromo-2-fluoro-3-methyl-phenyl)methyl-methanesulfonate